racemic-cis-3-methyl-4-(3-(trifluoromethyl)phenyl)piperidine C[C@@H]1CNCC[C@@H]1C1=CC(=CC=C1)C(F)(F)F |r|